C(C)(=O)OCCC(CCC(CC)C)C 3,6-DIMETHYLOCTYL ACETATE